C(C)C=1N=C2N(C(C1C1=C(C=CC=C1)NC(C=C)=O)=O)C1=C(N2)C=CC=C1 N-(2-(2-ethyl-4-oxo-4,10-dihydrobenzo[4,5]imidazo[1,2-a]pyrimidin-3-yl)phenyl)acrylamide